4-[4-(2H-1,3-benzodioxol-5-yl)-5-(pyridin-2-yl)-1H-imidazol-2-yl]benzamide O1COC2=C1C=CC(=C2)C=2N=C(NC2C2=NC=CC=C2)C2=CC=C(C(=O)N)C=C2